NC(C(=O)[O-])C(C)C1=CC=CC=C1 2-amino-3-phenylbutyrate